S(CC=1C(=C(C(=O)O)C=C(C1)OC)OC)CC=1C(=C(C(=O)O)C=C(C1)OC)OC 3,3'-(thiobis(methylene))bis(2,5-dimethoxybenzoic acid)